ClC1=C(C=C(C(=C1)[N+](=O)[O-])Cl)CC 1,4-dichloro-2-ethyl-5-nitrobenzene